tert-butyl 2'-(2-ethoxypyridin-3-yl)-6'-oxo-7',8'-dihydro-6'H-spiro[piperidine-4,5'-[1,7]naphthyridine]-1-carboxylate C(C)OC1=NC=CC=C1C1=NC=2CNC(C3(C2C=C1)CCN(CC3)C(=O)OC(C)(C)C)=O